(3,4-epoxy-cyclohexyl)-trimethoxysilane C1(CC2C(CC1)O2)[Si](OC)(OC)OC